(2,3-Dihydrobenzo-furan-5-yl)boronic acid O1CCC2=C1C=CC(=C2)B(O)O